O1C=C(C=C1)C=CC(=O)O 3-(furan-3-yl)acrylic acid